5-(2,4-Dihydroxy-5-isopropyl-phenyl)-N-ethyl-4-[4-(morpholinomethyl)phenyl]isoxazole-3-carboxamide OC1=C(C=C(C(=C1)O)C(C)C)C1=C(C(=NO1)C(=O)NCC)C1=CC=C(C=C1)CN1CCOCC1